2-(bis(3-chloro-4-fluorophenyl)methyl)-N-(tetrahydrofuran-3-yl)-1H-imidazole ClC=1C=C(C=CC1F)C(C=1N(C=CN1)C1COCC1)C1=CC(=C(C=C1)F)Cl